FC1=C(C=CC(=C1)C)B(O)O (2-fluoro-4-methylphenyl)boronic acid